6-(1-((2-(2,6-dioxopiperidin-3-yl)-4-fluoro-1-oxoisoindolin-5-yl)methyl)piperidin-4-yl)-2-(4-phenoxyphenyl)nicotinamide O=C1NC(CCC1N1C(C2=CC=C(C(=C2C1)F)CN1CCC(CC1)C1=NC(=C(C(=O)N)C=C1)C1=CC=C(C=C1)OC1=CC=CC=C1)=O)=O